FC1(CCN(CC1)C1=NC(=CC=2N1N=CN2)NC(C2=C(C=C(C=C2)S(=O)(=O)CCO)N2CCC1(CC1)CC2)=O)F N-(5-(4,4-difluoropiperidin-1-yl)-[1,2,4]triazolo[1,5-c]pyrimidin-7-yl)-4-((2-hydroxyethyl)sulfonyl)-2-(6-azaspiro[2.5]octan-6-yl)benzamide